COC1=CC=C(CN(C(=O)OC[C@H](CCCCNC(OCC2=CC=CC=C2)=O)NC(=O)OC(C)(C)C)CC2=CC=C(C=C2)OC)C=C1 benzyl {(5S)-6-{[bis(4-methoxybenzyl) carbamoyl]oxy}-5-[(tert-butoxycarbonyl)amino]hexyl}carbamate